P(O)(O)O.P(O)(O)O.C(CCCCCCCCCCCC)C(O)(C(CO)(CO)CO)CCCCCCCCCCCCC ditridecyl-pentaerythritol bisphosphite